[C@H]12CN(C[C@H](CC1)N2)C=2C1=C(N=C(N2)OC[C@]23CCCN3C[C@@H](C2)F)C(=C(N=C1)C=1C=C(C=C2C=CN=C(C12)C#C)O)F 8-(4-((1R,5S)-3,8-diazabicyclo[3.2.1]octan-3-yl)-8-fluoro-2-(((2R,7aS)-2-fluorotetrahydro-1H-pyrrolizin-7a(5H)-yl)methoxy)pyrido[4,3-d]pyrimidin-7-yl)-1-ethynylisoquinolin-6-ol